NC1=C(C=NN1C1=CC=CC=C1)C(=O)N1C[C@@]2(CCC1)C1=C(NC(O2)=O)C=CC(=C1F)Cl (R)-1'-(5-Amino-1-phenyl-1H-pyrazole-4-carbonyl)-6-chloro-5-fluorospiro[benzo[d][1,3]oxazine-4,3'-piperidin]-2(1H)-one